(2R,3R,5S)-2-(4-(bis(t-Butoxycarbonyl) amino)-6-chloro-1H-pyrazolo[3,4-d]pyrimidin-1-yl)-5-(((t-butyldimethylsilyl) oxy) methyl)-4-methylenetetrahydrofuran-3-acetate C(C)(C)(C)OC(=O)N(C1=C2C(=NC(=N1)Cl)N(N=C2)[C@@H]2O[C@@H](C([C@H]2CC(=O)[O-])=C)CO[Si](C)(C)C(C)(C)C)C(=O)OC(C)(C)C